CCCCC=CCCCCC Undec-5-ene